(3E)-6-bromo-3-[3-(hydroxyamino)indol-2-ylidene]-1H-indol-2-one BrC1=CC=C2\C(\C(NC2=C1)=O)=C\1/N=C2C=CC=CC2=C1NO